C(C)(C)(C)C1=CC(=C(C(=C1)C)S(=O)(=O)NC1=CC(=CC(=C1)C(F)(F)F)C1CCN(CC1)C)C 4-(tert-butyl)-2,6-dimethyl-N-(3-(1-methylpiperidin-4-yl)-5-(trifluoromethyl)-phenyl)benzenesulfonamide